1,4-dimethoxy-3,5-dimethylpyridinium CO[N+]1=CC(=C(C(=C1)C)OC)C